3-((5-(bromomethyl)pyrimidin-2-yl)amino)piperidine-2,6-dione BrCC=1C=NC(=NC1)NC1C(NC(CC1)=O)=O